C1(CC1)N1CCC(CC1)COC1=CC=2N(C=C1)C=CN2 7-(1-cyclopropyl-piperidin-4-ylmethoxy)-imidazo[1,2-a]pyridin